S-Pentyl 4-bromobutanethioate BrCCCC(SCCCCC)=O